2-((1S,3S)-3-(3-Methyl-8-(1-methyl-1H-indazol-5-yl)-7-(1-methyl-1H-pyrazol-4-yl)-2-oxo-3,6-dihydroimidazo[4,5-d]pyrrolo[2,3-b]pyridin-1(2H)-yl)cyclobutyl)acetonitril CN1C(N(C2=C3C(=NC=C21)NC(=C3C=3C=C2C=NN(C2=CC3)C)C=3C=NN(C3)C)C3CC(C3)CC#N)=O